CON1CC(C2=CC=CC=C12)=C(C1=CC=CC=C1)C1=CC=CC=C1 (E)-methoxy-3-diphenylmethyleneindoline